tetradecdienoyl-coa C(C=CC=CCCCCCCCCC)(=O)SCCNC(CCNC([C@@H](C(COP(OP(OC[C@@H]1[C@H]([C@H]([C@@H](O1)N1C=NC=2C(N)=NC=NC12)O)OP(=O)(O)O)(=O)O)(=O)O)(C)C)O)=O)=O